C(C)(C)(C)OC(N(C1=CC(=CC=C1)CO)CC1=CC(=CC=C1)CN1C2=NC(=NC(=C2N=C1C(F)(F)F)N)S(=O)(=O)C)=O.O1C(=CC=C1)C(/C(=C/C(=O)C=1OC=CC1)/NC(C1=CC=CC=C1)=O)=O (Z)-N-(1,4-di(furan-2-yl)-1,4-dioxobut-2-en-2-yl)benzamide tert-butyl-(3-((6-amino-2-(methylsulfonyl)-8-(trifluoromethyl)-9H-purin-9-yl)methyl)benzyl)(3-(hydroxymethyl)phenyl)carbamate